N1=C(C=CC=C1)N1CCN(CC1)C(=O)NC=1SC(=C(C1C(=O)NCC1=CC=CC=C1)C)C(=O)N (4-(pyridin-2-yl)piperazine-1-carboxamido)-N3-benzyl-4-methylthiophene-3,5-dicarboxamide